2,4,9-trimethylbenzo[b][1,8]naphthyridin-5-amine CC=1C=C(C=2C(=C3C(=NC2N1)C(=CC=C3)C)N)C